[Si](C1=CC=CC=C1)(C1=CC=CC=C1)(C(C)(C)C)O[C@H]1C[C@@H](N(C1)C(=O)OCCCC)CO butyl (2R,4S)-4-((tert-butyldiphenylsilyl)oxy)-2-(hydroxymethyl)pyrrolidine-1-carboxylate